C1(=CC=CC2=CC=C3C=C4C=CC=CC4=CC3=C12)NC1=CC=C(C=C1)C1=CC=C(C=C1)N N'-TETRAPHENYL-1,1'-biphenyl-4,4'-diamine